2-fluoro-N-(3-(propylsulfanyl)-[1,2,4]triazolo[4,3-a]pyridin-6-yl)benzamide FC1=C(C(=O)NC=2C=CC=3N(C2)C(=NN3)SCCC)C=CC=C1